nitrogen 2-[2-(3-chloro-2-pyridyl)-5-(difluoromethyl)pyrazol-3-yl]-8-methyl-6-(trifluoromethyl)-3,1-benzoxazin-4-one ClC=1C(=NC=CC1)N1N=C(C=C1C1=NC2=C(C(O1)=O)C=C(C=C2C)C(F)(F)F)C(F)F.[N]